FC(=C(F)F)F Perfluoroethylene